C1(CCCCC1)CONC1=C(C=CC=C1)OC (Cyclohexylmethoxy)-2-methoxyaniline